C(C1=CC=CC=C1)OC(C[C@H]1CC[C@H](N1)C(=O)OC)=O methyl (2S,5R)-5-[2-(benzyloxy)-2-oxoethyl]pyrrolidine-2-carboxylate